OCC(P(O)(O)=O)P(O)(O)=O HydroxyethylideneDiphosphonic Acid